C(C)(C)(C)OC(=O)N1CC2CCC(C1)N2C2=CC(=NC=C2)OCCN2CCN(CC2)C(=O)OCC2=CC=CC=C2 tert-butyl-8-[2-(2-[4-[(benzyloxy)carbonyl]piperazin-1-yl]ethoxy)pyridin-4-yl]-3,8-diazabicyclo[3.2.1]octane-3-carboxylate